(7-isopropoxy-6-methoxy-1-(2-(5-methoxy-1H-indol-3-yl)ethyl)-3,4-dihydroisoquinolin-2(1H)-yl)(morpholino)methanone C(C)(C)OC1=C(C=C2CCN(C(C2=C1)CCC1=CNC2=CC=C(C=C12)OC)C(=O)N1CCOCC1)OC